5'-(2-(((S)-azepan-4-yl)amino)-1-phenylethyl)-2'-chloro-6-fluoro-[1,1'-biphenyl]-2-carboxamide N1CC[C@H](CCC1)NCC(C1=CC=CC=C1)C=1C=CC(=C(C1)C=1C(=CC=CC1F)C(=O)N)Cl